3-methyl-N-(7-methyl-[1,2,4]triazolo[1,5-a]pyridin-6-yl)-1-(3-methyl-tetrahydro-2H-pyran-4-yl)-1H-pyrazolo[3,4-d]pyrimidin-6-amine CC1=NN(C2=NC(=NC=C21)NC=2C(=CC=1N(C2)N=CN1)C)C1C(COCC1)C